tert-butyl 2-[2-(4-chloropyridin-2-yl)-2-oxoethyl]piperidine-1-carboxylate ClC1=CC(=NC=C1)C(CC1N(CCCC1)C(=O)OC(C)(C)C)=O